COC(CNC1=NC(=CC2=C1N=C(N=C2)S(=O)(=O)C)C)(C)C N-(2-methoxy-2-methylpropyl)-6-methyl-2-(methylsulfonyl)pyrido[3,4-d]pyrimidin-8-amine